N,N'-divinyl-imidazolone C(=C)N1C(N(C=C1)C=C)=O